O=C1N(C=CC(N1)=O)[C@H]1CC[C@H](O1)CN1CCN(CC1)C(=O)OC(C)(C)C tert-butyl 4-(((2S,5R)-5-(2,4-dioxo-3H-pyrimidin-1-yl)tetrahydrofuran-2-yl)methyl)piperazine-1-carboxylate